(R)-4-((3-(1-(5,8-dioxaspiro[3.4]octan-1-yl)-1H-pyrazol-4-yl)-2-(trifluoromethoxy)phenyl)amino)-6-(cyclopropanecarboxamido)nicotinamide [C@H]1(CCC12OCCO2)N2N=CC(=C2)C=2C(=C(C=CC2)NC2=CC(=NC=C2C(=O)N)NC(=O)C2CC2)OC(F)(F)F